(±)-5-((4-((R,S)-4-aminobutan-2-yl)-3-((methylsulfinyl)methyl)phenyl)amino)-7-(cyclopropylamino)pyrazolo[1,5-a]pyrimidine-3-carbonitrile monotrifluoroacetic acid salt FC(C(=O)O)(F)F.NCC[C@@H](C)C1=C(C=C(C=C1)NC1=NC=2N(C(=C1)NC1CC1)N=CC2C#N)C[S@](=O)C |&1:35|